NC=1N=C(SC1C(=O)C=1C=NC(=CC1)N1CCC(CC1)(F)F)N(C1=CC=C(C=C1)F)C(C(=O)N)C (N-[4-amino-5-[6-(4,4-difluoro-1-piperidyl)pyridine-3-carbonyl]thiazol-2-yl]-4-fluoro-anilino)propanamide